1-(2-fluorophenyl)-1H-pyrazole-4-carbaldehyde FC1=C(C=CC=C1)N1N=CC(=C1)C=O